2-furanyl-magnesium bromide O1C(=CC=C1)[Mg]Br